C(C)C1=NC2=CC(=C(C=C2C(N1C1=CC=C(C=C1)C)=O)I)F 2-Ethyl-7-fluoro-6-iodo-3-(p-tolyl)quinazolin-4(3H)-one